O=C1C=CC(=CN1C=1C=C2N=CC=NC2=CC1)C(=O)O 6-Oxo-1-quinoxalin-6-yl-pyridine-3-carboxylic acid